(2-((2-((2H-indazol-6-yl)amino)-5-bromopyrimidin-4-yl)amino)phenyl)methylsulfonamide N=1NC=C2C=CC(=CC12)NC1=NC=C(C(=N1)NC1=C(C=CC=C1)CS(=O)(=O)N)Br